CC1=NN(C=C1C=1C=C(C=2N(C1)N=CC2C#N)O[C@H](C)C2=NC=CC=C2)C2CC1(C2)CCN(CC1)C1COC1 6-[3-Methyl-1-[7-(oxetan-3-yl)-7-azaspiro[3.5]nonan-2-yl]pyrazol-4-yl]-4-[(1R)-1-(2-pyridinyl)ethoxy]pyrazolo[1,5-a]pyridine-3-carbonitrile